1-(tetrahydro-2H-pyran-4-yl)-5-(4,4,5,5-tetramethyl-1,3,2-dioxaborolan-2-yl)pyridin-2(1H)-one O1CCC(CC1)N1C(C=CC(=C1)B1OC(C(O1)(C)C)(C)C)=O